N-butyl-3-hydroxy-N-(2-hydroxyethyl)-2-naphthamide C(CCC)N(C(=O)C1=CC2=CC=CC=C2C=C1O)CCO